FC1=CC=C(C=C1)N1N=CC2=C1C=C1CCN(CC1(C2)C(=O)C=2SC=CN2)S(=O)(=O)C2=CC(=CC=C2)F 1-(4-fluorophenyl)-6-((3-fluorophenyl)sulfonyl)-4,4a,5,6,7,8-hexahydro-1H-pyrazolo[3,4-g]isoquinolin-4a-yl(thiazol-2-yl)methanone